ClC1=C(C=CC=C1)CC(=O)N[C@H](C(=O)O)CCCCCCCC1=NC=2NCCCC2C=C1 (S)-2-(2-(2-chlorophenyl)acetamido)-9-(5,6,7,8-tetrahydro-1,8-naphthyridin-2-yl)nonanoic acid